1-[6-[4-[2-methyl-4-[(E)-2-methoxycarbonyl-vinyl]-phenoxycarbonyl]-phenoxy]-hexyloxycarbonyl]-1-methyl-ethylene CC1=C(OC(=O)C2=CC=C(OCCCCCCOC(=O)C(=C)C)C=C2)C=CC(=C1)\C=C\C(=O)OC